2-((2S,4S)-4-(7-bromo-6-fluoro-8-iodo-4-(methylthio)-1H-[1,2,3]triazolo[4,5-c]quinolin-1-yl)piperidin-2-yl)acetic acid BrC=1C(=CC=2C3=C(C(=NC2C1F)SC)N=NN3[C@@H]3C[C@H](NCC3)CC(=O)O)I